5-(2-chloro-pyrimidin-4-yl)-thiazol-2-ylamine ClC1=NC=CC(=N1)C1=CN=C(S1)N